4-[(2R)-3-(3,4-dihydro-1H-isoquinolin-2-yl)-2-hydroxy-propyl]-8-[[1-(2-methoxyethyl)-4-pyridyl]oxy]-2-methyl-2,3-dihydro-1,4-benzoxazepin-5-one C1N(CCC2=CC=CC=C12)C[C@H](CN1CC(OC2=C(C1=O)C=CC(=C2)OC2=CCN(C=C2)CCOC)C)O